CN(C1(CCCCC1)N)C trans-(1R,2R)-N,N-dimethylcyclohexanediamine